C(C)OC(NC1=NC=CC(=C1)C=1C=C2C(=NNC2=CC1)N)=O (4-(3-Amino-1H-indazol-5-yl)pyridin-2-yl)carbamic acid ethyl ester